CC1=NC(=CC(=C1)C=1NC2=CC=C(C=C2C1C(C)C)C1CN(CCC1)C1CCN(CC1)C(C)C)C 2-(2,6-Dimethylpyridin-4-yl)-3-isopropyl-5-(1'-isopropyl-[1,4'-bipiperidin]-3-yl)-1H-indol